BrC1=CC(=C(C=C1)CCO)OC 2-(4-bromo-2-methoxyphenyl)ethanol